4-(8-((adamant-1-yl)amino)octyl)-2-(2,6-dioxopiperidin-3-yl)-6-fluoroisoindoline C12(CC3CC(CC(C1)C3)C2)NCCCCCCCCC2=C3CN(CC3=CC(=C2)F)C2C(NC(CC2)=O)=O